ClC1=CC2=C(C(=N1)C#N)CCC2 3-chloro-5H,6H,7H-cyclopenta[c]pyridine-1-carbonitrile